(S)-2-amino-4-((2-((4-chlorobenzyl)oxy)benzyl)(2-(2-fluorophenoxy)benzyl)amino)butanoic acid N[C@H](C(=O)O)CCN(CC1=C(C=CC=C1)OC1=C(C=CC=C1)F)CC1=C(C=CC=C1)OCC1=CC=C(C=C1)Cl